2-fluoro-N,2-dimethylpropan-1-amine HCl salt Cl.FC(CNC)(C)C